ClC=1C=2C=3N=CC=C4N=C(N(C[C@H](CN(C([C@H]5NC[C@@H](NC(=CC1)N2)C5)=O)C)OC)C34)C (8S,11S,15R)-3-chloro-15-methoxy-13,18-dimethyl-7,10,13,17,19,23,26-heptazapentacyclo[15.6.1.12,6.18,11.020,24]hexacosa-1(24),2(26),3,5,18,20,22-heptaen-12-one